C(C)(C)C=1C=CC(=NC1)[C@@H]1C[C@@H](CC1)C1=NNC(=C1)NC(=O)C1=CC(=NN1C)COC |o1:9,11| rel-N-(3-((1R,3S)-3-(5-isopropylpyridin-2-yl)cyclopentyl)-1H-pyrazol-5-yl)-3-(methoxymethyl)-1-methyl-1H-pyrazole-5-carboxamide